OOC=1C(=O)O[C@@](C1OC(CO)CCCCCCCCCCCCCC)([C@@H](O)CO)CC(C)C 2-O-hydroxyisobutyl-3-O-(1-tetradecyl-2-hydroxyethyl)ascorbic acid